NC1=NC=CC=C1C1=NC=2C(=NC(=CC2)C2=CC=CC=C2)N1C1=CC=C(CN2C3CN(C(C2)CC3)C(=O)OC(C)(C)C)C=C1 tert-butyl 5-(4-(2-(2-aminopyridin-3-yl)-5-phenyl-3H-imidazo[4,5-b]pyridin-3-yl)benzyl)-2,5-diazabicyclo[2.2.2]octane-2-carboxylate